C(C)(C)(C)OC(=O)N1CCC2(CCS(C2=O)(=O)=O)CC1 oxo-2-thia-8-azaspiro[4.5]decane-8-carboxylic acid tert-butyl ester 2,2-dioxide